2-(1-hydroxy-1-methyl-ethyl)-6,7-dihydro-4H-pyrazolo[1,5-a]pyrazine OC(C)(C)C1=NN2C(CNCC2)=C1